C1(CC1)C(=O)N1CCC(CC1)NC(=O)C1=CC2=C(N3C(S2)=NC(=C3)C3=CC=C(C=C3)C(NC)=O)C=C1 N-(1-(cyclopropanecarbonyl)piperidin-4-yl)-2-(4-(methylcarbamoyl)phenyl)benzo[d]imidazo[2,1-b]thiazole-7-carboxamide